tert-butyl 3-[2-(2,6-dioxo-3-piperidyl)-1-oxo-isoindolin-5-yl]-8-azabicyclo[3.2.1]oct-2-ene-8-carboxylate O=C1NC(CCC1N1C(C2=CC=C(C=C2C1)C1=CC2CCC(C1)N2C(=O)OC(C)(C)C)=O)=O